O1C(CCCC1)N1N=C(C2=CC=C(C=C12)NC=1C=C(C=CC1)NC(C1=CC=CC=C1)=O)C=1C=NN(C1)C1OC=CCC1 N-(3-((1-(tetrahydro-2H-pyran-2-yl)-3-(1-(dihydro-2H-pyran-2-yl)-1H-pyrazol-4-yl)-1H-indazol-6-yl)amino)phenyl)benzamide